C(C1=CC=CC=C1)N(C1=NC=2N(C(=C1)C=1C=NNC1)N=C(C2)C(=O)NC2=CC(=CC=C2)O)C 5-(benzyl-(methyl)amino)-N-(3-hydroxyphenyl)-7-(1H-pyrazol-4-yl)pyrazolo[1,5-a]pyrimidine-2-carboxamide